CC=1C(=C(C=C(C1)C)C(CCC)C1=C(C(=CC(=C1)C)C)O)O 1,1-Bis-(3,5-dimethyl-2-hydroxyphenyl)-butan